2,5-diamino-2-(difluoromethyl)pentanoic acid hydrochloride hydrate O.Cl.NC(C(=O)O)(CCCN)C(F)F